ClC1=NC=NC(=N1)C1=CC2=CC=CC=C2C=C1 4-chloro-6-(naphthalen-2-yl)-1,3,5-triazine